C(C)(=O)C=1C=C(C=C2C(N(C(=NC12)N1CCOCC1)CC1CCC1)=O)C 8-acetyl-3-(cyclobutylmethyl)-6-methyl-2-morpholinoquinazolin-4(3H)-one